C12CN(CC(CN(C1)CCCCCCCC(=O)OC(CCCCCCCC)CCCCCCCC)O2)CCCCCCCC(=O)OC(CCCCCCCC)CCCCCCCC di(heptadecan-9-yl) 8,8'-(9-oxa-3,7-diazabicyclo[3.3.1]nonane-3,7-diyl)dioctanoate